(R)-3-(3-(3-(1-ethyl-1H-pyrazolo[3,4-b]pyridin-5-yl)phenyl)isoxazol-5-yl)-3-hydroxy-1-methylpyrrolidin-2-one C(C)N1N=CC=2C1=NC=C(C2)C=2C=C(C=CC2)C2=NOC(=C2)[C@]2(C(N(CC2)C)=O)O